(R)-5-(aminomethyl)pyrrolidin-2-one-hydrochloride Cl.NC[C@H]1CCC(N1)=O